4-(((1r,4r)-4-(4-(2-(2-((2-(2,6-dioxopiperidin-3-yl)-1,3-dioxoisoindolin-5-yl)oxy)ethoxy)eth-yl)piperazin-1-yl)cyclohexyl)amino)quinazoline-6-carbonitrile O=C1NC(CCC1N1C(C2=CC=C(C=C2C1=O)OCCOCCN1CCN(CC1)C1CCC(CC1)NC1=NC=NC2=CC=C(C=C12)C#N)=O)=O